C(C)(=O)NCCN(CC[C@@H](C(=O)OC(C)(C)C)N)CCCCC1=NC=2NCCCC2C=C1 (S)-tert-butyl 4-((2-acetamidoethyl) (4-(5,6,7,8-tetrahydro-1,8-naphthyridin-2-yl) butyl)amino)-2-aminobutanoate